meta-diisopropylbenzene C(C)(C)C1=CC(=CC=C1)C(C)C